C(C)(C)(C)OC(NC12CC(C1)(C2)C(=O)ONC(COC2=CC=C(C=C2)Cl)=O)=O (3-(((2-(4-chlorophenoxy)acetamido)oxy)-carbonyl)bicyclo[1.1.1]pentan-1-yl)carbamic acid tert-butyl ester